N-[3-[[[2-bromo-4-[1,2,2,2-tetrafluoro-1-(trifluoromethyl)ethyl]-6-(trifluoromethyl)phenyl]amino]carbonyl]-2-fluorophenyl]-4-fluoro-N-methyl-benzamide BrC1=C(C(=CC(=C1)C(C(F)(F)F)(C(F)(F)F)F)C(F)(F)F)NC(=O)C=1C(=C(C=CC1)N(C(C1=CC=C(C=C1)F)=O)C)F